FC(C1=C(CN2N=CC(=C2)NC(=O)C2=CN=C(S2)NC2=NC=CC=C2)C=CC(=C1)C(F)(F)F)(F)F N-(1-(2,4-bis(trifluoromethyl)benzyl)-1H-pyrazol-4-yl)-2-(pyridin-2-ylamino)thiazole-5-carboxamide